(2R,4R)-6-chloro-N-{3-[3-(4-chlorophenyl)-1,2-oxazol-5-yl]bicyclo[1.1.1]pentan-1-yl}-4-hydroxy-3,4-dihydro-2H-1-benzopyran-2-carboxamide ClC=1C=CC2=C([C@@H](C[C@@H](O2)C(=O)NC23CC(C2)(C3)C3=CC(=NO3)C3=CC=C(C=C3)Cl)O)C1